ClC1=C(C=C2C=C(N(C2=C1F)C)C(=O)NNC(C(=O)OCC)=N)OC ethyl 2-(2-(6-chloro-7-fluoro-5-methoxy-1-methyl-1H-indole-2-carbonyl)hydrazineyl)-2-iminoacetate